methyl 2-amino-3-cyano-4-(4-trifluoromethylphenyl)-6-methyl-4H-pyran-5-carboxylate NC=1OC(=C(C(C1C#N)C1=CC=C(C=C1)C(F)(F)F)C(=O)OC)C